ClC=1C=C(CN2CCC(CC2)CNC(OC(C)(C)C)=O)C=CC1 tert-Butyl ((1-(3-chlorobenzyl)piperidin-4-yl)methyl)carbamate